C(C1=CC=CC=C1)SC1=CC(=NS1)Br 5-(benzylsulfanyl)-3-bromo-1,2-thiazole